N-(4-bromo-3,5-difluorobenzylidene)-2-methylpropane-2-sulfinamide BrC1=C(C=C(C=NS(=O)C(C)(C)C)C=C1F)F